O[C@H](C(=O)NC1=C(C2=C(C(OC(C2)(C)C)(C)C)S1)C(=O)N)C(C)(C)C 2-[[(2S)-2-hydroxy-3,3-dimethyl-butanoyl]amino]-5,5,7,7-tetramethyl-4H-thieno[2,3-c]pyran-3-carboxamide